diallyldinonadecylammonium chloride [Cl-].C(C=C)[N+](CCCCCCCCCCCCCCCCCCC)(CCCCCCCCCCCCCCCCCCC)CC=C